6-(2-(4-Fluorophenoxy)-2-methylpropyl)-2-thia-6-azaspiro[3.4]octane 2,2-dioxide FC1=CC=C(OC(CN2CC3(CS(C3)(=O)=O)CC2)(C)C)C=C1